2,2-dimethyl-4-oxo-3,8,11,14-tetraoxa-5,17-diazanonadecan-19-oate CC(C)(OC(NCCOCCOCCOCCNCC(=O)[O-])=O)C